S1C(=NC=C1)C1C2CN(CC(C(N1C)C=1SC=CN1)C2=O)C 2,4-bis(thiazol-2-yl)-3,7-dimethyl-3,7-diaza-bicyclo[3.3.1]nonan-9-one